NCC1=CC=C(C=C1)NC(=O)C1=CC2=C(OCCC3=C2SC=C3)C=C1C=1C(=NC(=CC1)C(NCC1(CC1)C)=O)C(=O)OC methyl 3-(9-((4-(aminomethyl)phenyl)carbamoyl)-4,5-dihydrobenzo[b]thieno[2,3-d]oxepin-8-yl)-6-(((1-methylcyclopropyl)methyl)carbamoyl)picolinate